hydroxy-6-dodecenoic acid OC(C(=O)O)CCCC=CCCCCC